3-(3H-[1,2,3]Triazolo[4,5-b]pyridin-5-yl)-N-(4-((benzyloxy)methyl)phenyl)-2-fluorobenzamide N1=NNC2=NC(=CC=C21)C=2C(=C(C(=O)NC1=CC=C(C=C1)COCC1=CC=CC=C1)C=CC2)F